C(CCCCCCC)NCC1=C(C=CC=C1)O 2-((octylamino)methyl)phenol